(3S,4S)-N-[3-(4-methylpiperazin-1-yl)phenyl]-2-[(1-methylpiperidin-4-yl)methyl]-1-oxo-3-[4-(trifluoromethyl)phenyl]-1,2,3,4-tetrahydroisoquinoline-4-carboxamide CN1CCN(CC1)C=1C=C(C=CC1)NC(=O)[C@@H]1[C@H](N(C(C2=CC=CC=C12)=O)CC1CCN(CC1)C)C1=CC=C(C=C1)C(F)(F)F